C(C=C)(=O)N1C(CC(CC1)N1C=NC=2C(=NC=3C(=C(C(=CC3C21)Cl)C2=C(C=CC(=C2)O)F)F)N2CC(C2)N(C)C)CC#N 2-(1-acryloyl-4-(8-chloro-4-(3-(dimethylamino)azetidin-1-yl)-6-fluoro-7-(2-fluoro-5-hydroxyphenyl)-1H-imidazo[4,5-c]quinolin-1-yl)piperidin-2-yl)acetonitrile